C1(=CC(=CC=C1)SSC=1C=C(C=CC1)C)C di(3-toluyl) disulfide